bis(β-epithiopropylthioethyl) sulfide C(CC)SC1(CS1)SC1(CS1)SCCC